CSC=1N(C(=C(N1)NS(=O)(=O)CC1=CC=CC=C1)C(=O)OCC)C1=CC=CC=C1 ethyl 2-(methylthio)-1-phenyl-4-(phenylmethylsulfonamido)-1H-imidazole-5-carboxylate